C(C)OC(=O)C1=CC=C(C=2NC(=NC21)C(F)(F)F)NC(=O)OC(C)(C)C 7-((tert-butoxycarbonyl)amino)-2-(trifluoromethyl)-1H-benzo[d]Imidazole-4-carboxylic acid ethyl ester